3-(1H-pyrazolo[3,4-b]pyridin-1-yl)-10-(trifluoromethyl)-3,4-dihydro-2H,6H-[1,4]thiazepino[2,3,4-ij]quinazolin-6-one N1(N=CC=2C1=NC=CC2)C2CN1C(N=CC3=CC(=CC(=C13)SC2)C(F)(F)F)=O